C(CCCCC)OC1=CC2=C(N(C=N2)C2=CC=C(C=C2)[NH-])C=C1 [4-(5-hexyloxylbenzimidazol-1-yl)phenyl]amid